CC1=C(C=CC=C1C(F)(F)F)[C@@H](C)NC(=O)C1=CN(C(C=C1NC1[C@@H]2CN(C[C@H]1C2)C)=O)C2CCOCC2 N-((R)-1-(2-methyl-3-(trifluoromethyl)phenyl)ethyl)-4-(((1R,5s,6s)-3-methyl-3-azabicyclo[3.1.1]hept-6-yl)amino)-6-oxo-1-(tetrahydro-2H-pyran-4-yl)-1,6-dihydropyridine-3-carboxamide